C(C)N(C(C(=C)C)=O)S(=O)(=O)C1=CC=CC=C1 N-ethyl-N-(benzenesulfonyl)methacrylamide